OCC1(COC1)N1C(C=CC=C1)COC=1C=CC2=C(C=C(O2)C)C1 N-(3-(hydroxymethyl)oxetan-3-yl)-2-methyl-5-(pyridin-2-ylmethoxy)benzofuran